C(C)SC=1C=C(C=NC1C1=NC2=C(C=NC(=C2)C(F)(F)F)N1C)O 5-Ethylsulfanyl-6-[3-methyl-6-(trifluoromethyl)imidazo[4,5-c]pyridin-2-yl]pyridin-3-ol